C(C1=CC=CC=C1)OC(=O)N1CC(CC1)OC=1C(=CC(=C2C(C=C(OC12)C1=CC=C(C=C1)N1CCNCC1)=O)O)OCC1=CC=CC=C1 3-((5-hydroxy-7-benzyloxy-2-(4-(piperazin-1-yl)phenyl)-4-oxo-4H-chromen-8-yl)oxy)pyrrolidine-1-carboxylic acid benzyl ester